COC(=O)C1=CN(C=C1)CCC(=O)OC(C)(C)C 1-(3-(tert-butoxy)-3-oxopropyl)-1H-pyrrole-3-carboxylic acid methyl ester